2-methoxyethyl (2r,5r)-3-((6-(benzyloxy) pyridin-3-yl) sulfonyl)-2-(((tetrahydro-2H-pyran-2-yl) oxy) carbamoyl)-3,8-diazabicyclo[3.2.1]octane-8-carboxylate C(C1=CC=CC=C1)OC1=CC=C(C=N1)S(=O)(=O)N1[C@H](C2CC[C@H](C1)N2C(=O)OCCOC)C(NOC2OCCCC2)=O